4-[[4-(cyclopropoxy)phenyl]methyl]-1,5-dihydro-2,4-benzodiazepine-3-one C1(CC1)OC1=CC=C(C=C1)CN1CC2=C(CNC1=O)C=CC=C2